FC=1C(=C(C(=CC1)C(C)C)NC(=O)NS(=O)(=O)C=1OC2=C(C1)C(CCC2)(C)O)C(C)C N-((3-fluoro-2,6-diisopropylphenyl)carbamoyl)-4-hydroxy-4-methyl-4,5,6,7-tetrahydrobenzofuran-2-sulfonamide